ClC=1C=C(CN2CCC(CC2)C=2OC(=NN2)NCC2=NN=NN2)C=C(C1)Cl 3,5-dichlorobenzyl-4-(5-(((1H-tetrazol-5-yl)methyl)amino)-1,3,4-oxadiazol-2-yl)piperidine